2,2-dimethyloxetane-3-carboxylic acid CC1(OCC1C(=O)O)C